ClC1=NC=2C=CC=CC2C2=C1NC(N2CC2=CC(=CC=C2)N2CCCC2)=O 4-chloro-1-(3-(pyrrolidine-1-yl)benzyl)-1H-imidazo[4,5-c]Quinolin-2(3H)-one